C(C)(C)(C)OC(=O)N[C@H]1C\C=C/C([C@@H]2N(C1=O)[C@@H](CC2)C(=O)OC)=C Methyl (3S,6S,10aR,Z)-6-((tert-butoxycarbonyl)amino)-10-methylene-5-oxo-1,2,3,5,6,7,10,10a-octahydropyrrolo[1,2-a]azocine-3-carboxylate